N-(2-(diethylamino)ethyl)-1-(1,8-naphthyridin-4-yl)piperidine-4-carboxamide C(C)N(CCNC(=O)C1CCN(CC1)C1=CC=NC2=NC=CC=C12)CC